methyl (S)-2-((tert-butoxycarbonyl)amino)-3-(6-fluoropyridin-3-yl)propanoate C(C)(C)(C)OC(=O)N[C@H](C(=O)OC)CC=1C=NC(=CC1)F